BrC=1C=CC2=C(C(=NS2(=O)=O)N(C)/N=C/C2=CC(=C(C=C2)F)OC)C1 5-bromo-N-[(E)-(4-fluoro-3-methoxy-phenyl)methyleneamino]-N-methyl-1,1-dioxo-1,2-benzothiazol-3-amine